6-bromo-2-chloroquinazolin-4(3H)-one BrC=1C=C2C(NC(=NC2=CC1)Cl)=O